5-((diethoxyphosphoryl)methyl)-1H-indole-2-carboxylic acid C(C)OP(=O)(OCC)CC=1C=C2C=C(NC2=CC1)C(=O)O